4-(2,3,5,6-tetrafluoro-4-(methylthio)phenoxy)benzoic acid FC1=C(OC2=CC=C(C(=O)O)C=C2)C(=C(C(=C1F)SC)F)F